N1N=NN=CC=CC=CC=CC=C(C=CC=C1)C(=O)N tetraazacycloheptadecine-13-carboxamide